CC1=C(C=C(C=C1)C1=CC=C(C=C1)CCCN1CCN(CC1)C)N(C(=S)NC(C1=CC=CC=C1)=O)CCC N-((4-Methyl-4'-(3-(4-methylpiperazin-1-yl)propyl)-[1,1'-biphenyl]-3-yl)(propyl)carbamothioyl)benzamide